B1(OC(C(O1)(C)C)(C)C)C2=CC=C(C=C2)NC(=O)CCl 2-chloro-N-(4-(4,4,5,5-tetramethyl-1,3,2-dioxaborolan-2-yl)phenyl)acetamide